C(\C=C\CCCCCC)OC(CCCCC(=O)O)OC\C=C\CCCCCC 6,6-bis(((E)-non-2-en-1-yl)oxy)hexanoic acid